ClC1=C(COC(NC2=C(C=C(C=C2)N(C)CC=2SC(=CC2)Cl)Cl)=O)C=CC=C1 {2-Chloro-4-[(5-chloro-thiophen-2-ylmethyl)-(methyl)amino]-phenyl}-carbamic acid 2-chlorobenzyl ester